C(C)OC(=O)C=1N(C=C(C1C)I)N amino-4-iodo-3-methyl-1H-pyrrole-2-carboxylic acid ethyl ester